((1r,4r)-4-((2,2,2-trifluoroethyl)amino)cyclohexyl)carbamic acid tert-butyl ester C(C)(C)(C)OC(NC1CCC(CC1)NCC(F)(F)F)=O